N2-(2-methoxy-4-(4-(4-methylpiperazin-1-yl)piperidin-1-yl)phenyl)-N6-(1-(methylsulfonyl)indolin-7-yl)-9H-purine-2,6-diamine COC1=C(C=CC(=C1)N1CCC(CC1)N1CCN(CC1)C)NC1=NC(=C2N=CNC2=N1)NC=1C=CC=C2CCN(C12)S(=O)(=O)C